C1(CC1)CS(=O)(=O)C1=CC=C(O1)C(=O)O 5-(cyclopropylmethylsulfonyl)furan-2-carboxylic acid